1-(2-Cyclopropyl-2,2-difluoro-ethyl)-6-[3-(difluoromethoxy)-4-fluoro-phenyl]pyrazolo[4,3-b]pyridine C1(CC1)C(CN1N=CC2=NC=C(C=C21)C2=CC(=C(C=C2)F)OC(F)F)(F)F